CC1(CC1)N1CCC(CC1)=C=O methyl-1-(4-carbonylpiperidin-1-yl)cyclopropane